tert-Butyl 4-(2-(2-bromo-4-(3-(6-cyano-5-(trifluoromethyl)pyridin-3-yl)-5,5-dimethyl-4-oxo-2-thioxoimidazolidin-1-yl)phenoxy)ethyl)piperazine-1-carboxylate BrC1=C(OCCN2CCN(CC2)C(=O)OC(C)(C)C)C=CC(=C1)N1C(N(C(C1(C)C)=O)C=1C=NC(=C(C1)C(F)(F)F)C#N)=S